methyl 2-((S)-1-(4-(6-((5-chloro-2-fluorobenzyl) oxy) pyridin-2-yl) piperidin-1-yl) ethyl)-1-(((S)-oxetan-2-yl) methyl)-1H-benzo[d]imidazole-6-carboxylate ClC=1C=CC(=C(COC2=CC=CC(=N2)C2CCN(CC2)[C@@H](C)C2=NC3=C(N2C[C@H]2OCC2)C=C(C=C3)C(=O)OC)C1)F